1-Boc-amino-8-trifluoroacetylamino-6-aminopyrrolo[4,3,2-de]quinoline C(=O)(OC(C)(C)C)N1C(C=2C=CN=C3C(=CC(=C1C23)NC(C(F)(F)F)=O)N)N